CC1=C(OC=2CCC3=CN(N=C3C21)CC=2C(=NC=CC2)C)C(=O)NC[C@H]2OCCC2 8-Methyl-2-[(2-methylpyridin-3-yl)methyl]-N-[(2S)-tetrahydrofuran-2-ylmethyl]-4,5-dihydro-2H-furo[2,3-g]indazol-7-carboxamid